N-(7-methoxy-4-(1-methyl-3-phenyl-1H-pyrazol-4-yl)quinazolin-6-yl)-6-methylnicotinamide COC1=C(C=C2C(=NC=NC2=C1)C=1C(=NN(C1)C)C1=CC=CC=C1)NC(C1=CN=C(C=C1)C)=O